6-(4-tert-butyl-5-chloro-2-methyl-phenyl)-2-methyl-3-[1-(1-methylazetidin-3-yl)pyrazol-4-yl]-1H-pyridin-4-one C(C)(C)(C)C1=CC(=C(C=C1Cl)C1=CC(C(=C(N1)C)C=1C=NN(C1)C1CN(C1)C)=O)C